tert-butyl (1R,5S)-3-(3-chloro-5-fluoro-6-(3-(methoxymethoxy)naphthalen-1-yl)-8-methylfuro[3,2-f]quinazolin-1-yl)-3,8-diazabicyclo[3.2.1]octane-8-carboxylate ClC1=NC=2C(=C(C3=C(C2C(=N1)N1C[C@H]2CC[C@@H](C1)N2C(=O)OC(C)(C)C)C=C(O3)C)C3=CC(=CC2=CC=CC=C32)OCOC)F